FC(COC1=NN2C(C(N1)=O)=NC=C2C2=CC(=C(C(=C2)F)F)F)F 2-(2,2-difluoroethoxy)-7-(3,4,5-trifluorophenyl)-3H-imidazo[2,1-f][1,2,4]triazin-4-one